4-(4-(2-(4-Fluoro-2-methylphenoxy)-4-(trifluoromethyl)phenyl)-1H-imidazol-2-yl)pyridin-2(1H)-one FC1=CC(=C(OC2=C(C=CC(=C2)C(F)(F)F)C=2N=C(NC2)C2=CC(NC=C2)=O)C=C1)C